3,5-bis(2-dodecylthiocarboxythio-1-oxopropoxy)benzoic acid C(CCCCCCCCCCC)C(C(OC=1C=C(C(=O)O)C=C(C1)OC(C(CSC(=S)O)CCCCCCCCCCCC)=O)=O)CSC(=S)O